bis[2-chloro-1-(chloromethyl) ethyl]-2,3-dichloropropyl phosphate P(=O)(OCC(C(Cl)(C(CCl)CCl)C(CCl)CCl)Cl)([O-])[O-]